CS(=O)(=O)[O-].C(CC)[NH3+] propyl-ammonium methanesulfonate